BrC1=NC(=CC=C1N1CN(C2=CC(=CC=C2C1=O)C(F)(F)F)C1=C(C=C(C=C1)F)CCCCNC(OC(C)(C)C)=O)OC tert-butyl (4-(2-(3-(2-bromo-6-methoxypyridin-3-yl)-4-oxo-7-(trifluoromethyl)-3,4-dihydroquinazolin-1(2H)-yl)-5-fluorophenyl) butyl)-carbamate